C(C)(C)(C)OC(/C(=N/N)/C=1C(=NC(=CC1)F)F)=O (2E)-2-(2,6-difluoro-3-pyridinyl)-2-hydrazono-acetic acid tert-butyl ester